BrC1C(C(C(C(C1Br)Br)Br)Br)Br 1,2,3,4,5,6-hexabromocyclohexane